COC(C)(C)C=1OC(=C(N1)C)C=O (2-(2-methoxypropan-2-yl)-4-methyloxazol-5-yl)methanone